perfluorooctyl-dimethylchlorosilane FC([Si](Cl)(C(F)(F)F)C(C(C(C(C(C(C(C(F)(F)F)(F)F)(F)F)(F)F)(F)F)(F)F)(F)F)(F)F)(F)F